3,6-dichloro-4-(4,4-difluoropiperidin-1-yl)pyridazine ClC=1N=NC(=CC1N1CCC(CC1)(F)F)Cl